C1(CC1)C1=NN(C=C1N1C=C(C=CC1=O)C(=O)OC)C Methyl 1-(3-cyclopropyl-1-methyl-pyrazol-4-yl)-6-oxo-pyridine-3-carboxylate